N2-ethyl-5-fluoro-N4-(5-{[(2S,5R)-4-(2-methoxyethyl)-2,5-dimethylpiperazin-1-yl]carbonyl}-6,6-dimethyl-1,4,5,6-tetrahydropyrrolo[3,4-c]pyrazol-3-yl)pyrimidine-2,4-diamine C(C)NC1=NC=C(C(=N1)NC=1C2=C(NN1)C(N(C2)C(=O)N2[C@H](CN([C@@H](C2)C)CCOC)C)(C)C)F